Z-1-bromo-3,3-difluoro-2-(difluoromethyl)butene Br\C=C(/C(C)(F)F)\C(F)F